methyl 2-[2-[[[(2S,4R)-1-[(2S)-2-amino-3,3-dimethyl-butanoyl]-4-hydroxy-pyrrolidine-2-carbonyl]amino]methyl]-5-ethynyl-phenoxy]acetate N[C@H](C(=O)N1[C@@H](C[C@H](C1)O)C(=O)NCC1=C(OCC(=O)OC)C=C(C=C1)C#C)C(C)(C)C